3-(2-hydroxyethoxy)propanal OCCOCCC=O